COC1=C(C=C(C=C1)C(F)(F)F)C1=NOC(=C1)CCO 2-(3-(2-methoxy-5-(trifluoromethyl)phenyl)isoOxazol-5-yl)ethan-1-ol